2-(3-((S)-((1s,3R)-3-acetylcyclobutyl)(4-methyl-4H-1,2,4-triazol-3-yl)methyl)-phenyl)-6-(((1-methylcyclobutyl)amino)methyl)-4-(trifluoromethyl)isoindolin-1-one C(C)(=O)C1CC(C1)[C@@H](C=1C=C(C=CC1)N1C(C2=CC(=CC(=C2C1)C(F)(F)F)CNC1(CCC1)C)=O)C1=NN=CN1C